(E)-N-(4-(1-(6-(4-(4-(6-(2-(2,6-dioxopiperidin-3-yl)-1,3-dioxoisoindolin-4-yl)hexyl)piperazin-1-yl)piperidin-1-yl)nicotinoyl)piperidin-4-yl)butyl)-3-(pyridin-3-yl)acrylamide O=C1NC(CCC1N1C(C2=CC=CC(=C2C1=O)CCCCCCN1CCN(CC1)C1CCN(CC1)C1=NC=C(C(=O)N2CCC(CC2)CCCCNC(\C=C\C=2C=NC=CC2)=O)C=C1)=O)=O